(2-((2-((4-(2-amino-7-azaspiro[3.5]nonan-7-yl)phenyl)amino)-5-chloropyrimidin-4-yl)amino)phenyl)dimethylphosphine oxide hydrochloride Cl.NC1CC2(C1)CCN(CC2)C2=CC=C(C=C2)NC2=NC=C(C(=N2)NC2=C(C=CC=C2)P(C)(C)=O)Cl